ClC=1C=C2C(=NC1OC)C(=C(N2)C2=NC=NN2)C=2C=NNC2 5-(6-chloro-5-methoxy-3-(1H-pyrazol-4-yl)-1H-pyrrolo[3,2-b]pyridin-2-yl)-1H-1,2,4-triazol